CN1C(=NC2=C1C=CC(=C2)C(=O)O)NC=2OC=1C(=NC=CC1)N2 1-methyl-2-(oxazolo-[4,5-b]pyridin-2-yl-amino)-1H-benzo-[d]imidazole-5-carboxylic acid